NC=1C=C(C=CC1C)C(C(F)(F)F)(C(F)(F)F)C1=CC(=C(C=C1)C)N 2,2-bis(3-amino-4-methylphenyl)Hexafluoropropane